FC1(COS(O1)(=O)=O)F 5,5-difluoro-1,3,2-dioxathiolane 2,2-dioxide